C(CC)S(C[C@H](N)C(=O)O)=O S-propyl-L-cysteine-S-oxide